(R)-1-(3-bromo-1-ethyl-5-(3-methylmorpholinyl)-1H-pyrazolo[4,3-b]pyridin-7-yl)cyclopropanecarbonitrile BrC1=NN(C=2C1=NC(=CC2C2(CC2)C#N)N2[C@@H](COCC2)C)CC